(2-methyl-1,3-dioxolan-2-yl)benzonitrile CC1(OCCO1)C1=C(C#N)C=CC=C1